C(C)OC1=C(C=NC=C1)COC1=CC=C(C=C1)C=1C=C(C(NC1C(F)(F)F)=O)C(=O)N 5-(4-((4-Ethoxypyridin-3-yl)methoxy)phenyl)-2-oxo-6-(trifluoromethyl)-1,2-dihydropyridin-3-carboxamide